cyclooctane-1,3,5,7-tetraene C1=CC=CC=CC=C1